NC1=C2C(=NC=N1)N(N=C2C2=NOC(=C2C2=NC=C(C=N2)C2CCN(CC2)C(=O)OCCCl)C2CC2)C(C)C 2-chloroethyl 4-(2-(3-(4-amino-1-isopropyl-1H-pyrazolo[3,4-d]pyrimidin-3-yl)-5-cyclopropylisoxazol-4-yl)pyrimidin-5-yl)piperidine-1-carboxylate